CN(CCCN)C 3-(dimethyl-amino)-1-propylamine